NC1C(C(OC2=NC=C(C=C21)C(=O)OCC)(C)C)O ethyl 4-amino-3-hydroxy-2,2-dimethyl-3,4-dihydro-2H-pyrano[2,3-b]pyridine-6-carboxylate